4,4''-bis{(biphenyl-4-yl)-phenylamino}-1,1':4',1''-terphenyl C1(=CC=C(C=C1)N(C1=CC=C(C=C1)C1=CC=C(C=C1)C1=CC=C(C=C1)N(C1=CC=CC=C1)C1=CC=C(C=C1)C1=CC=CC=C1)C1=CC=CC=C1)C1=CC=CC=C1